(E)-2-chloro-6,7-dimethylquinoline ClC1=NC2=CC(=C(C=C2C=C1)C)C